OC1=C(C=CC(=C1)C(=O)O)C(=O)O 2-hydroxy-1,4-benzenedicarboxylic acid